COC=1C=C(C=CC1OC)C1=CC=NC=2N1N=C(C2)NC(=O)NC2=CC=C(C=C2)OCC 1-(7-(3,4-dimethoxy-phenyl)pyrazolo[1,5-a]pyrimidine-2-yl)-3-(4-ethoxyphenyl)urea